2-(3-(2-(2-cyclopropyl-1H-imidazol-5-yl)-5-methyl-4-oxo-4,5-dihydrofuro[3,2-c]pyridine-7-yl)-4-(4-fluoro-2,6-dimethylphenoxy)phenyl)propan-2-yl acetate C(C)(=O)OC(C)(C)C1=CC(=C(C=C1)OC1=C(C=C(C=C1C)F)C)C=1C2=C(C(N(C1)C)=O)C=C(O2)C2=CN=C(N2)C2CC2